IC1=NN(C2=CN=C(C=C21)OC)C(C2=CC=CC=C2)(C2=CC=CC=C2)C2=CC=CC=C2 3-iodo-5-methoxy-1-trityl-pyrazolo[3,4-c]pyridine